1-Methyl-4-[2-methyl-4-[(3S)-3-methyl-2,3,4,5-tetrahydropyridin-6-yl]phenyl]piperazine CN1CCN(CC1)C1=C(C=C(C=C1)C=1CC[C@@H](CN1)C)C